(R)-1-(3,3-difluoro-4-((4-methoxy-5-(1-(2,2,2-trifluoroethyl)-1H-benzo[d][1,2,3]triazol-6-yl)pyrrolo[2,1-f][1,2,4]triazin-2-yl-7-d)amino)piperidin-1-yl)ethan-1-one-2,2,2-d3 FC1(CN(CC[C@H]1NC1=NN2C(C(=N1)OC)=C(C=C2[2H])C=2C=CC1=C(N(N=N1)CC(F)(F)F)C2)C(C([2H])([2H])[2H])=O)F